C[NH2+]CCCC=O N-methyl-4-oxobutan-1-aminium